(1S,3R)-3-(3-{[(2-methyl-1,3-thiazol-5-yl)acetyl]amino}-1H-pyrazol-5-yl)cyclopentyl(cis-4-hydroxy-4-methylcyclohexyl)carbamate CC=1SC(=CN1)CC(=O)NC1=NNC(=C1)[C@H]1C[C@H](CC1)N(C([O-])=O)C1CCC(CC1)(C)O